COC(C1CCN(CC1)C1=CC=C(C=C1)C1=C(CCCC=2C=3C(=NN(C3C=CC21)C2OCCCC2)F)C2(CC2)C#N)OC 1-(6-(4-(4-(dimethoxymethyl)piperidin-1-yl)phenyl)-1-fluoro-3-(tetrahydro-2H-pyran-2-yl)-3,8,9,10-tetrahydrocyclohepta[e]indazol-7-yl)cyclopropane-1-carbonitrile